FC=1C=2N(C=C(C1)NC(=O)C=1C=CC(=C3N=CC=NC13)C=1CCN(CC1)C(=O)OC(C)(C)C)C=C(N2)C tert-butyl 4-[8-({8-fluoro-2-methylimidazo[1,2-a]pyridin-6-yl} carbamoyl) quinoxalin-5-yl]-3,6-dihydro-2H-pyridine-1-carboxylate